F[B-](F)(F)F.C1(=C(C(=CC(=C1)C)C)C=1C2=CC=C(C=C2[N+](=C2C=C(C=CC12)C(C)(C)C)C1=CC=CC=C1)C(C)(C)C)C 9-mesityl-3,6-di-tert-butyl-10-phenylacridinium tetrafluoroborate